N,N'-diphenyl-N,N'-di-p-tolylbenzene-1,4-Diamine C1(=CC=CC=C1)N(C1=CC=C(C=C1)N(C1=CC=C(C=C1)C)C1=CC=CC=C1)C1=CC=C(C=C1)C